C(C)(C)(C)[Si](OCC1CC=2C=C(C=C(C2C1)C#N)O)(C)C 2-[[tert-butyl-(dimethyl)silyl]oxymethyl]-6-hydroxy-2,3-dihydro-1H-indene-4-carbonitrile